ClC1=CC=C(C=C1)N1C2=NC(=NC(=C2N=C1C1=C(C=NC=C1)Cl)N1CCC(CC1)(C(=O)N)C)OCC(C)(C)O 1-[9-(4-chlorophenyl)-8-(3-chloro-4-pyridyl)-2-(2-hydroxy-2-methyl-propoxy)purin-6-yl]-4-methyl-piperidine-4-carboxamide